OCCN1C(C(C(CC1(C)C)O)C(C(=O)[O-])CC(=O)[O-])(C)C N-hydroxyethyl-2,2,6,6-tetramethyl-4-hydroxypiperidylsuccinate